C(C1=CC=CC=C1)=C1C(NC(C(N1)=O)=C([2H])C=1N=CNC1C(C)(C)C)=O 3-benzylidene-6-[(5-tertiary butyl-1H-imidazol-4-yl)deutero-methylene]Piperazine-2,5-dione